CC=1C=CC(=C2C=CC(=NC12)C(=O)O)N1N=CC=C1 8-methyl-5-(1H-pyrazol-1-yl)quinoline-2-carboxylic acid